1-((1H-Pyrazol-4-yl)methyl)-3-(4-((1H-pyrazol-4-yl)sulfonyl)phenyl)urea N1N=CC(=C1)CNC(=O)NC1=CC=C(C=C1)S(=O)(=O)C=1C=NNC1